7-oxabicyclo[2.2.1]hept-2,5-diene-2,3-dicarboxylic acid diethyl ester C(C)OC(=O)C=1C2C=CC(C1C(=O)OCC)O2